C1(CCCC1)C1=CC(=C2C=NC(=NN21)N[C@@H]2CC[C@H](CC2)S(=O)(=O)C)F 7-cyclopentyl-5-fluoro-N-(trans-4-(methylsulfonyl)cyclohexyl)pyrrolo[2,1-f][1,2,4]triazin-2-amine